N[C@H](C(=O)OC)CC1=CNC2=CC(=CC=C12)Cl methyl (S)-2-amino-3-(6-chloro-1H-indol-3-yl)propanoate